Cl.N1N=NN=C1 tetrazole HCl salt